(2-bromo-3-methoxyphenyl)acetonitrile BrC1=C(C=CC=C1OC)CC#N